ClC1=CN=C(C(=N1)N)C#CC(C(F)(F)F)(C)C 6-chloro-3-(4,4,4-trifluoro-3,3-dimethyl-but-1-ynyl)pyrazin-2-amine